4-((6-methoxy-7-(1-(trifluoromethyl)-1H-pyrazol-4-yl)-1H-pyrrolo[3,2-c]pyridin-1-yl)methyl)benzenesulfonamide COC1=C(C2=C(C=N1)C=CN2CC2=CC=C(C=C2)S(=O)(=O)N)C=2C=NN(C2)C(F)(F)F